7-bromo-9-fluoro-3,4-dihydrobenzo[f][1,4]oxazepin-5(2H)-one BrC=1C=C(C2=C(C(NCCO2)=O)C1)F